ClC=1C=C(C=C(C1)F)C1NC=CC1Cl 3-Chloro-5-fluorophenyl-3-chloro-2,3-dihydropyrrole